l-2-aminonaphthalene-8-sulphonic acid NC1=CC2=C(C=CC=C2C=C1)S(=O)(=O)O